2-(4-fluoro-3-phenyl-phenyl)-4,6-diphenyl-1,3,5-triazine FC1=C(C=C(C=C1)C1=NC(=NC(=N1)C1=CC=CC=C1)C1=CC=CC=C1)C1=CC=CC=C1